C(C)OC1=NC(=C2C=CC=NC2=C1)C=1C=CC(=NC1)N1CCC(CC1)N (1-(5-(7-Ethoxy-1,6-naphthyridin-5-yl)pyridin-2-yl)piperidin-4-yl)amine